O1COC2=C1C=CC=C2CNC(C)C2=CC(=NC=C2)N2CCC(CC2)C(C)C N-(1,3-Benzodioxol-4-ylmethyl)-1-[2-(4-isopropyl-1-piperidinyl)-4-pyridinyl]ethanamine